(2S,5R)-N-{[(2S,4R)-4-(Pyrrolidin-1-ylmethyl)-pyrrolidin-2-yl]methyloxy}-7-oxo-6-(sulfooxy)-1,6-diazabicyclo[3.2.1]octane-2-carboxamide N1(CCCC1)C[C@@H]1C[C@H](NC1)CONC(=O)[C@H]1N2C(N([C@H](CC1)C2)OS(=O)(=O)O)=O